3-(2-iodo-5-methoxyphenoxy)methyl-7,7-dimethyl-7H-furo[3,2-g]chromene IC1=C(OCC2=COC3=C2C=C2C=CC(OC2=C3)(C)C)C=C(C=C1)OC